4-nitrophenyl (1S,2S)-1-methyl-2-(trifluoromethyl)cyclopropane-1-carboxylate C[C@]1([C@H](C1)C(F)(F)F)C(=O)OC1=CC=C(C=C1)[N+](=O)[O-]